4-amino-6-chloro-pyridine-3-carbaldehyde NC1=C(C=NC(=C1)Cl)C=O